NC=1C=C2CC(C(C2=CC1)=O)=CC=1C=CC=2N(C3=CC=CC=C3C2C1)CC 5-amino-2-((9-ethyl-9H-carbazol-3-yl)methylene)-2,3-dihydro-1H-inden-1-one